N,N-dimethyl-N-(3-phenylpropyl)hexadecylammonium triphenylbutylborate C1(=CC=CC=C1)C(CCCOB([O-])[O-])(C1=CC=CC=C1)C1=CC=CC=C1.C[N+](CCCC1=CC=CC=C1)(C)CCCCCCCCCCCCCCCC.C[N+](C)(CCCC1=CC=CC=C1)CCCCCCCCCCCCCCCC